4-(2-(5-bromo-3,3-dimethyl-2-oxoindolin-1-yl)acetamido)butanoic acid BrC=1C=C2C(C(N(C2=CC1)CC(=O)NCCCC(=O)O)=O)(C)C